[Ni].[Pr].[Eu].[Ni].O1C=CC=2C(=NC=CC21)C2=CC=C(C(=O)NCC1CCOCC1)C=C2 4-(furo[3,2-c]pyridin-4-yl)-N-[(tetrahydro-2H-pyran-4-yl)methyl]benzamide nickel-europium praseodymium nickel